N1N=C(C2=CC=CC=C12)C1=CC(=CS1)C(=O)O 5-(1H-indazol-3-yl)thiophene-3-carboxylic acid